BrCCCSC1=C2CN(C(C2=CC=C1)=O)C1C(NC(CC1)=O)=O 3-(4-(3-bromopropylthio)-1-oxoisoindolin-2-yl)piperidine-2,6-dione